Methyl 6-(6-(2,4-dioxo-1,2,3,4-tetrahydropyrimidin-5-yl)imidazo[1,2-b]pyridazin-8-yl)-8,8-difluoro-2,6-diazaspiro[3.4]octane-2-carboxylate O=C1NC=C(C(N1)=O)C=1C=C(C=2N(N1)C=CN2)N2CC1(CN(C1)C(=O)OC)C(C2)(F)F